OC1=C2C(C=C(OC2=CC(=C1)O)C1=CC(=CC=C1)O)=O 5,7,3'-trihydroxyflavone